1,5-diaza-3,7-diphosphocyclooctane P(=O)(=O)C1CNCC(CNC1)P(=O)=O